1-Hexadecylpyridinium bromide [Br-].C(CCCCCCCCCCCCCCC)[N+]1=CC=CC=C1